tert-butyl (1-(9H-fluoren-9-yl)-11-(2-(methylamino)ethyl)-3,10-dioxo-2,7-dioxa-4,11-diazatridecan-13-yl)(methyl)carbamate TFA salt OC(=O)C(F)(F)F.C1=CC=CC=2C3=CC=CC=C3C(C12)COC(NCCOCCC(N(CCN(C(OC(C)(C)C)=O)C)CCNC)=O)=O